ONC(=O)C=1C=NC=2CN(CCC2C1)C1CCC2(COC2)CC1 N-hydroxy-7-(2-oxaspiro[3.5]nonan-7-yl)-5,6,7,8-tetrahydro-1,7-naphthyridine-3-carboxamide